C[C@H](CCC(=O)O)CCC (4S)-4-METHYLHEPTANOIC ACID